chlorohydroxyketene ClC(=C=O)O